6-(7,8-Dimethyl-[1,2,4]triazolo[1,5-a]pyridin-6-yl)-5-isopropyl-2H,7H-spiro[furo[3,2-f]indole-3,4'-piperidin] 2,2,2-trifluoroacetate FC(C(=O)O)(F)F.CC1=C(C=2N(C=C1C=1NC3=CC4=C(C=C3C1C(C)C)C1(CCNCC1)CO4)N=CN2)C